4-chloro-9,9'-spirobifluorene ClC1=CC=CC=2C3(C4=CC=CC=C4C12)C1=CC=CC=C1C=1C=CC=CC13